2-(ethylsulfonyl)-3-(5-(2,2,3,3,3-pentafluoropropoxy)pyrazin-2-yl)-N-(2,2,2-trifluoroethyl)pyrazolo[1,5-a]pyrimidin-5-amine C(C)S(=O)(=O)C1=NN2C(N=C(C=C2)NCC(F)(F)F)=C1C1=NC=C(N=C1)OCC(C(F)(F)F)(F)F